9-((1-(2-(1H-indol-3-yl)ethyl)-6,7-dimethoxy-3,4-dihydroisoquinoline-2(1H)-yl)methyl)-3-azaspiro[5.5]undecane N1C=C(C2=CC=CC=C12)CCC1N(CCC2=CC(=C(C=C12)OC)OC)CC1CCC2(CCNCC2)CC1